ClC=1C=C(C=CC1F)N1N=C(C2=CC=CC=C2C1=O)C=1C=C(C=CC1)\C=[N+](\C(C)C)/[O-] (Z)-1-(3-(3-(3-Chloro-4-fluorophenyl)-4-oxo-3,4-dihydrophthalazin-1-yl)phenyl)-N-isopropylmethanimine oxide